3-chloro-5-[3-hydroxy-2-[3-[(4-methanesulfonylphenoxy)methyl]-4-methylpyrrolidin-1-yl]propyl]benzonitrile ClC=1C=C(C#N)C=C(C1)CC(CO)N1CC(C(C1)C)COC1=CC=C(C=C1)S(=O)(=O)C